4-methyl-cyclohexane-butanediol CC1CCC(CC1)CCCC(O)O